1-(6,7-DIHYDRO-4H-PYRAZOLO[5,1-C][1,4]OXAZIN-3-YL)-N-(1-METHYL-1H-INDAZOL-7-YL)-1H-PYRAZOLE-4-SULFONAMIDE N1=CC(=C2COCCN21)N2N=CC(=C2)S(=O)(=O)NC=2C=CC=C1C=NN(C21)C